O1C(=CC2=C1C=CC=C2)C2=NC(=NO2)C2=C(C(=O)O)C=CC=C2 (5-(benzofuran-2-yl)-1,2,4-oxadiazol-3-yl)benzoic acid